FC(C(C(C(C(=O)OCC)(F)F)(F)F)(F)F)(F)F ethyl nonafluorovalerate